3,4,4,4-tetrafluoro-3-(trifluoromethyl)-1-iodobut-1-ene FC(C=CI)(C(F)(F)F)C(F)(F)F